tert-butyl (7-methoxy-5-(4-(morpholinosulfonyl)phenyl)benzofuran-2-yl)methylcarbamate COC1=CC(=CC=2C=C(OC21)CNC(OC(C)(C)C)=O)C2=CC=C(C=C2)S(=O)(=O)N2CCOCC2